ethyl (1S,5R)-2-oxobicyclo[3.1.0]hexane-6,6-diacetate O=C1[C@@H]2C([C@@H]2CC1)(CC(=O)OCC)CC(=O)[O-]